D-(+)-GLUCURONIC ACID C(=O)[C@@H]([C@H]([C@@H]([C@@H](C(=O)O)O)O)O)O